Methyl 3-((3-(2-(aminomethyl)pyridin-4-yl)thieno[3,2-b]pyridin-5-yl)amino)-1-methyl-1H-pyrazole-4-carboxylate NCC1=NC=CC(=C1)C1=CSC=2C1=NC(=CC2)NC2=NN(C=C2C(=O)OC)C